O=C([C@@H](C1=CC=CC=C1)N1N=C2C=C(C=CC2=C1)C=1C=CC(=NC1)N1CCN(CC1)C(=O)OC(C)(C)C)NC=1SC=CN1 |r| tert-Butyl 4-[5-[2-[(1RS)-2-oxo-1-phenyl-2-(thiazol-2-ylamino)ethyl]indazol-6-yl]-2-pyridyl]piperazine-1-carboxylate